bis-(4-methylaminophenyl)methane CNC1=CC=C(C=C1)CC1=CC=C(C=C1)NC